bis(3-chlorophenyl)(imino)-λ6-sulfanone ClC=1C=C(C=CC1)S(=O)(=N)C1=CC(=CC=C1)Cl